(4-Methylphenylsulfinyl)-4-methylaniline CC1=CC=C(C=C1)S(=O)NC1=CC=C(C=C1)C